N,N-dimethyl-3-[4-(4,4,5,5-tetramethyl-1,3,2-dioxaborolan-2-yl)pyrazol-1-yl]propanamide CN(C(CCN1N=CC(=C1)B1OC(C(O1)(C)C)(C)C)=O)C